(S)-2-[(tert-butyl)(oxycarbonylamino)]-3-(p-hydroxyphenyl)propionic acid C(C)(C)(C)OC(=O)N[C@H](C(=O)O)CC1=CC=C(C=C1)O